Di-tert-butyl-(2',4',6'-triisopropyl-3,4,5,6-tetramethyl-biphenyl-2-yl)-phosphine C(C)(C)(C)P(C1=C(C(=C(C(=C1C)C)C)C)C1=C(C=C(C=C1C(C)C)C(C)C)C(C)C)C(C)(C)C